1,2-dihydroxy-7-octene OCC(CCCCC=C)O